ClC1=C(OC=2C=CC(=C(O[C@@H](C(=O)NCC)C)C2)[N+](=O)[O-])C=CC(=C1)Cl |r| (RS)-2-[5-(2,4-dichlorophenoxy)-2-nitrophenoxy]-N-ethylpropionamide